3,6-dichloro-5-(2-fluorophenyl)-N-((2-isopropylphenyl)carbamoyl)pyrazine-2-carboxamide ClC=1C(=NC(=C(N1)C1=C(C=CC=C1)F)Cl)C(=O)NC(NC1=C(C=CC=C1)C(C)C)=O